CN1C(C(=C(C=C1)[O-])NC(N[C@@H](CC(=O)[O-])C=1C=C(C=CC1)C1=CC=C(C=C1)OC(F)(F)F)=O)=O.[Na+].[Na+] sodium (S)-3-(3-(1-methyl-4-oxido-2-oxo-1,2-dihydropyridin-3-yl)ureido)-3-(4'-(trifluoro methoxy)biphenyl-3-yl)propanoate